FC1([C@@H]2CN(C[C@H]1C2)C2=NC=C(C=C2C(=O)NC2=CC(=CC=C2)S(N)(=O)=O)C(F)(F)F)F 2-[(1R,5S)-6,6-difluoro-3-azabicyclo[3.1.1]-heptan-3-yl]-N-(3-sulfamoylphenyl)-5-(trifluoromethyl)-pyridine-3-carboxamide